1-(hydroxymethyl)-2-methylpropylene OCC=C(C)C